2-azidobut-3-en-1-yl 2-diazo-2-(3,4-dichlorophenyl)acetate [N+](=[N-])=C(C(=O)OCC(C=C)N=[N+]=[N-])C1=CC(=C(C=C1)Cl)Cl